NC1=C(C=C(N=N1)C1=C(C(=CC=C1)F)O)N1C[C@H]2COC[C@@H](C1)N2C2=CC(=CC=C2)OC2CCNCC2 2-[6-amino-5-[(1R,5S)-9-[3-(4-piperidyloxy)phenyl]-3-oxa-7,9-diazabicyclo[3.3.1]nonan-7-yl]pyridazin-3-yl]-6-fluoro-phenol